C=CC=C\C=C/CCCC 2E,6Z,8E-Decatrien